(E)-N-((2,6-diisopropylphenyl)carbamoyl)-4-(hydroxyimino)-4,5,6,7-tetrahydrobenzofuran-2-sulfonamide C(C)(C)C1=C(C(=CC=C1)C(C)C)NC(=O)NS(=O)(=O)C=1OC2=C(C1)/C(/CCC2)=N/O